[5,5-dimethyl-(4,5-dihydro-isoxazol-3-yl)]thioformamidine hydrochloride Cl.CC1(CC(=NO1)SC(=N)N)C